(R)-4-(5-cyclopropyl-1,3,4-thiadiazol-2-yl)-2-fluoro-N-(8-methylisoquinolin-1-yl)-N-(piperidin-3-yl)benzamide C1(CC1)C1=NN=C(S1)C1=CC(=C(C(=O)N([C@H]2CNCCC2)C2=NC=CC3=CC=CC(=C23)C)C=C1)F